C(C)=NCCCC[SiH](OCC)OCC N-ethylidene-3-(diethoxysilyl)methyl-1-propaneamine